[Si](C)(C)(C(C)(C)C)O[C@H]1CC(N(C1)C(=O)OC(C)(C)C)=O tert-butyl (S)-4-((tert-butyldimethylsilyl) oxy)-2-oxopyrrolidine-1-carboxylate